C1(CC1)COC1=CC=C(C=N1)C=1C=C2CC(C(C2=CC1)NC(O[C@@H]1CN2CCC1CC2)=O)(C)C (S)-quinuclidin-3-yl (5-(6-(cyclopropylmethoxy)pyridin-3-yl)-2,2-dimethyl-2,3-dihydro-1H-inden-1-yl)carbamate